C(C)C=1C(=CC=C2C=C(C=C(C12)C1=C(C=2N=C(N=C(C2C=N1)NCCC1CCC(N1)=O)OC[C@]12CCCN2C[C@@H](C1)F)F)O)F 5-(2-((7-(8-ethyl-7-fluoro-3-hydroxynaphthalen-1-yl)-8-fluoro-2-(((2R,7aS)-2-fluorotetrahydro-1H-pyrrolizin-7a(5H)-yl)methoxy)pyrido[4,3-d]pyrimidin-4-yl)amino)ethyl)pyrrolidin-2-one